ClC1=NC=CC(=C1)C=1C(=NC=CC1)F 2'-chloro-2-fluoro-3,4'-bipyridine